N[C@H](C(=O)N[C@H](C(=O)N[C@H](C(=O)NC1=CC=C(C=C1)CO)CCCNC(=O)N)C(C)C)CS(N)(=O)=O (S)-2-((S)-2-((R)-2-amino-3-sulfamoyl-propionamido)-3-methylbutanamido)-N-(4-(hydroxymethyl)phenyl)-5-ureidovaleramide